4-(4-(2,5-Diazabicyclo[2.2.2]octan-2-yl)-2-((1-(pyrrolidin-1-ylmethyl)cyclopropyl)methoxy-d2)-5,8-dihydropyrido[3,4-d]pyrimidin-7(6H)-yl)-5-ethyl-6-fluoronaphthalen-2-ol C12N(CC(NC1)CC2)C=2C1=C(N=C(N2)OC([2H])([2H])C2(CC2)CN2CCCC2)CN(CC1)C1=CC(=CC2=CC=C(C(=C12)CC)F)O